1-chloro-3-((1s,2s)-2-(chloromethyl)cyclopropyl)benzene ClC1=CC(=CC=C1)[C@@H]1[C@H](C1)CCl